CC(C=O)=CCCC(C)C 2,6-dimethyl-heptenal